5-(4-bromophenyl)-2,4-dimethyl-pyrazol-3-amine BrC1=CC=C(C=C1)C=1C(=C(N(N1)C)N)C